CC(C[C@H]1[C@H](C[C@H]2N(CCC3=CC(=C(C=C23)OC)OC)C1)O)(C)C (2S,3R,11bR)-3-(2,2-dimethylpropyl)-9,10-dimethoxy-1H,2H,3H,4H,6H,7H,11bH-pyrido[2,1-a]isoquinolin-2-ol